methyl 5-(3-cyano-4-fluorophenoxy)-6-fluoro-1H-indole-4-carboxylate C(#N)C=1C=C(OC2=C(C=3C=CNC3C=C2F)C(=O)OC)C=CC1F